tert-butyl 3-(5-methoxy-4-methylpyridin-3-yl)azetidine-1-carboxylate COC=1C(=C(C=NC1)C1CN(C1)C(=O)OC(C)(C)C)C